(+/-)-5-Isopropoxy-2-((trans-3-methylpiperidin-4-yl)oxy)pyridine C(C)(C)OC=1C=CC(=NC1)O[C@H]1[C@@H](CNCC1)C |r|